[Sn].[Mg].[Ca] calcium magnesium tin